(4-hydroxy-bicyclo[2.2.2]oct-1-yl)quinoline-6-carboxylic acid methyl ester COC(=O)C=1C=C2C=CC(=NC2=CC1)C12CCC(CC1)(CC2)O